(2R,4S)-4-(((tert-butyl-diphenyl-silyl)oxy)methyl)hex-5-en-2-ol C(C)(C)(C)[Si](OC[C@@H](C[C@@H](C)O)C=C)(C1=CC=CC=C1)C1=CC=CC=C1